(1S,3S)-3-((6-(5-((3-isopentyl-1,2,4-oxadiazol-5-yl)methyl)-1-methyl-1H-1,2,3-triazol-4-yl)-2-methylpyridin-3-yl)oxy)cyclohexane-1-carboxylic acid C(CC(C)C)C1=NOC(=N1)CC1=C(N=NN1C)C1=CC=C(C(=N1)C)O[C@@H]1C[C@H](CCC1)C(=O)O